C(C)(C)N1C(=NN=C1)C1=CC=CC(=N1)N1C(N(CC1)C1=CC(=C(C=C1)S(=O)(=O)C)N1CCCCC1)=O 1-(6-(4-isopropyl-4H-1,2,4-triazol-3-yl)pyridin-2-yl)-3-(4-(methylsulfonyl)-3-(piperidin-1-yl)phenyl)imidazolidin-2-one